2-((1R,6R)-6-aminocyclohex-3-en-1-yl)-5-chloro-3-methyl-N-(thiophen-3-ylmethyl)thieno[3,2-b]pyridin-7-amine N[C@@H]1CC=CC[C@H]1C1=C(C2=NC(=CC(=C2S1)NCC1=CSC=C1)Cl)C